1,3-diethoxy-1,3-disilacyclobutane C(C)O[SiH]1C[SiH](C1)OCC